(2R,8aS)-2-(2,3-dichloro-6-methoxyphenyl)-5-oxo-hexahydro-1H-indolizine-7-carboxylic acid ClC1=C(C(=CC=C1Cl)OC)[C@H]1C[C@H]2CC(CC(N2C1)=O)C(=O)O